3-bromo-1-(3,5-dichloro-2-pyridyl)-4,5-dihydro-1H-pyrazole-5-formic acid BrC1=NN(C(C1)C(=O)O)C1=NC=C(C=C1Cl)Cl